C1=C(C(=O)NC(=O)N1)F 5F-uracil